5β-androstan-3α-ol-17-one C[C@]12CC[C@H](C[C@H]1CC[C@@H]3[C@@H]2CC[C@]4([C@H]3CCC4=O)C)O